(2S,4R)-1-((S)-2-(4-Aminobutanamido)-3,3-dimethylbutanoyl)-4-hydroxy-N-(4-(4-methylthiazol-5-yl)benzyl)pyrrolidine-2-carboxamide NCCCC(=O)N[C@H](C(=O)N1[C@@H](C[C@H](C1)O)C(=O)NCC1=CC=C(C=C1)C1=C(N=CS1)C)C(C)(C)C